5-tert-butyl-N-[[4-[6-[1-(2-hydroxyethyl)pyrazol-4-yl]pyrrolo[2,1-f][1,2,4]triazin-4-yl]-2-methyl-phenyl]methyl]-1,2,4-oxadiazole-3-carboxamide C(C)(C)(C)C1=NC(=NO1)C(=O)NCC1=C(C=C(C=C1)C1=NC=NN2C1=CC(=C2)C=2C=NN(C2)CCO)C